(4aR,6R,7R,7aS)-6-(6-aminopurin-9-yl)-2-oxido-2-sulfanylidene-4a,6,7,7a-tetrahydro-4H-furo[3,2-d][1,3,2]dioxaphosphinin-7-ol NC1=C2N=CN(C2=NC=N1)[C@H]1[C@@H]([C@@H]2OP(OC[C@H]2O1)(=S)[O-])O